C(C)(C)(C)N1CCN(CC1)C1=C(C=C(C(=C1)F)C=1C(=NC(=CC1)OCC1=CC=CC=C1)OCC1=CC=CC=C1)C tert-butyl-4-[4-(2,6-dibenzyloxy-3-pyridyl)-5-fluoro-2-methyl-phenyl]piperazine